bis(2-butyloctyl)10-(((4-nitrophenoxy)carbonyl)oxy)nonadecane C(CCC)C(CC(CCCCCCCCC(CCCCCCCCC)OC(=O)OC1=CC=C(C=C1)[N+](=O)[O-])CC(CCCCCC)CCCC)CCCCCC